CC=1N=C2N(C=C(N=C2C)C2=CC(=C3C(N(C=NC3=C2)C2CCNCC2)=O)NC)C1 7-{2,8-dimethylimidazo[1,2-a]pyrazine-6-yl}-5-(methylamino)-3-(piperidin-4-yl)quinazolin-4-one